CCCC(CCC)NC(=O)C1=CC2=C(OCO2)C=C1 N-(Heptan-4-Yl)Benzo[D][1,3]Dioxole-5-Carboxamide